(7-(3-fluoro-5-(1,2,4-oxadiazol-3-yl)phenyl)pyrazolo[1,5-a]pyridin-3-yl)(piperidin-1-yl)methanone FC=1C=C(C=C(C1)C1=NOC=N1)C1=CC=CC=2N1N=CC2C(=O)N2CCCCC2